CN[C@H]1CN(CC1)C=1N=CC(=NC1)C(=O)[O-].[Li+] lithium (R)-5-(3-(methylamino)pyrrolidin-1-yl)pyrazine-2-carboxylate